C(C1=CC=CC=C1)NC(=O)NC=1N=C2N(C=C(C=C2)C2=CN=NC(=C2)C)C1 1-benzyl-3-(6-(6-methylpyridazin-4-yl)imidazo[1,2-a]pyridin-2-yl)urea